5-((tert-butyldimethylsilyl)oxy)-1-(4-methylthiazol-2-yl)tetrahydropyrimidin-2(1H)-one [Si](C)(C)(C(C)(C)C)OC1CNC(N(C1)C=1SC=C(N1)C)=O